C(C1=CC=CC=C1)OC1=C(C(=O)N2CC3=CC=CC(=C3C2)OCC2CN(C2)C(=O)OC(C)(C)C)C(=CC(=C1C)OS(=O)(=O)C1=CC=C(C)C=C1)OS(=O)(=O)C1=CC=C(C)C=C1 t-Butyl 3-(((2-(2-(benzyloxy)-3-methyl-4,6-bis(tosyloxy)benzoyl)isoindolin-4-yl)oxy)methyl)azetidine-1-carboxylate